C(C)(C)(C)OC(=O)NCC1=CC=C(C=C1)C(C(=O)OC)C(C)C methyl 2-(4-(((tert-butoxycarbonyl)amino)methyl)phenyl)-3-methylbutanoate